ClC=1C=C(C=C(C1)NS(=O)(=O)C)NC(=O)C1=CN(C(=C1)C1=NC=C(C=C1)N1CCC(CC1)OC)C N-(3-chloro-5-methanesulfonamidophenyl)-5-[5-(4-methoxypiperidin-1-yl)pyridin-2-yl]-1-methyl-1H-pyrrole-3-carboxamide